N1C=NC2=C1C=CC(=C2)NC(CN)C2=CC=C(C=C2)C=2N=C(SC2)C2CC2 N1-(1H-Benzimidazol-5-yl)-1-[4-(2-cyclopropyl-1,3-thiazol-4-yl)phenyl]ethane-1,2-diamine